C(C1=CC=CC=C1)NC(=O)NC1=NC(=CC=C1)C1=NN=CN1C(C)C 1-benzyl-3-(6-(4-isopropyl-4H-1,2,4-triazol-3-yl)pyridin-2-yl)urea